COC1(C=C(C(C(C1)(C)C)=O)C#N)C1=NC(=CC=C1)C=1C=NN(C1)C 3-methoxy-5,5-dimethyl-3-(6-(1-methyl-1H-pyrazol-4-yl)pyridin-2-yl)-6-oxocyclohex-1-ene-1-carbonitrile